Racemic-triflate [O-]S(=O)(=O)C(F)(F)F